BrC=1C=C(C=CC1S(=O)(=O)C)C1=NC2=C(N1)C=C(C=C2C)C2CCN(CC2)C2CCN(CC2)CC(C)C 2-(3-bromo-4-(methylsulfonyl)phenyl)-6-(1'-isobutyl-[1,4'-bipiperidin]-4-yl)-4-methyl-1H-benzo[d]imidazole